5-methyl-6-{[1,2,4]triazolo[1,5-a]pyridin-5-yl}pyridine-3-carbonitrile CC=1C=C(C=NC1C1=CC=CC=2N1N=CN2)C#N